2',6'-bis(benzyloxy)-5-(piperazin-1-yl)-2,3'-bipyridine C(C1=CC=CC=C1)OC1=NC(=CC=C1C1=NC=C(C=C1)N1CCNCC1)OCC1=CC=CC=C1